acetate (styryl acetate) C(=CC1=CC=CC=C1)CC(=O)O.C(C)(=O)O